C(#N)C1=CC2=CC3=CC(=C(C=C3C=C2C=C1C#N)C#N)C#N 2,3,6,7-tetracyanoanthracene